CC1CC(CCC1C)OC(CO)CO 2-(3,4-dimethylcyclohexyloxy)-1,3-propanediol